thiazolo[5,4-b]pyridin-5-amine N1=CSC2=NC(=CC=C21)N